ClC1=C(C=C(C=C1)F)[C@H]1NC(C2=CC(=CC(=C12)NC(C1=CC(=CC(=C1)C(F)(F)F)F)=O)C1=CN(C(C=C1)=O)C)=O (S)-N-(3-(2-chloro-5-fluorophenyl)-6-(1-methyl-6-oxo-1,6-dihydropyridin-3-yl)-1-oxoisoindolin-4-yl)-3-fluoro-5-(trifluoromethyl)benzamide